NC=1N=NC(=CC1N1CC2CCC(C1)N2C2=CC(=NC=C2)C#CCN2CC(CCC2)C#N)C2=C(C=CC=C2)O 1-[3-[4-[3-[3-amino-6-(2-hydroxyphenyl)pyridazin-4-yl]-3,8-diazabicyclo[3.2.1]oct-8-yl]-2-pyridinyl]prop-2-ynyl]piperidine-3-carbonitrile